C(C)(C)(C)OC(=O)N=C(NCCCCCC(=O)N)NC(=O)OC(C)(C)C 4-(2,3-Bis(tert-butyloxycarbonyl)guanidino)butylacetamide